5-(4-fluoro-2-(isopropyl(phenyl)carbamoyl)phenoxy)pyrimidine 1-oxide FC1=CC(=C(OC=2C=NC=[N+](C2)[O-])C=C1)C(N(C1=CC=CC=C1)C(C)C)=O